COC(=O)C(CCCC)CCC Octane-5-carboxylic acid methyl ester